IC=1C(N(C2=NC(=CC=C2C1)OCC(F)(F)F)C1=CC=C(C=C1)OC)=O 3-iodo-1-(4-methoxyphenyl)-7-(2,2,2-trifluoroethoxy)-1,2-dihydro-1,8-naphthyridin-2-one